ClC1=C(C=CC(=C1)C=1C=NNC1)C1=NN=C(S1)N1CCNCC1 4-(5-(2-chloro-4-(1H-pyrazol-4-yl)phenyl)-1,3,4-thiadiazol-2-yl)piperazin